FC(C(=O)O)(F)F.C(#N)C=1C(=NC(=C(C1C1CC1)C#N)N1CCC(CC1)N1CCCC1)SC(C(=O)N)C1=CC=CC=C1 2-((3,5-dicyano-4-cyclopropyl-6-(4-(pyrrolidin-1-yl)piperidin-1-yl)pyridin-2-yl)sulfanyl)-2-phenylacetamide trifluoroacetate